5,7-dimethyl-1-piperidin-4-yl-1H-indazole-hydrochloride Cl.CC=1C=C2C=NN(C2=C(C1)C)C1CCNCC1